The molecule is an organoarsonic acid anion. It is a conjugate base of a methylarsonic acid. It is a conjugate acid of a methylarsonate(2-). C[As](=O)(O)[O-]